CC(C)(C)OC(=O)[C@H](CCC(=O)O)N.Cl L-glutamic acid α-t-butyl ester